FC1=C(N=CC2=C1N=C(N=C2N2CC1(CC(C1)O)CCC2)OCC21CCCN1CCC2)C2=CC=CC1=CC=CC(=C21)F 6-(8-fluoro-7-(8-fluoronaphthalen-1-yl)-2-((hexahydro-1H-pyrrolizin-7a-yl)methoxy)pyrido[4,3-d]pyrimidin-4-yl)-6-azaspiro[3.5]nonan-2-ol